1-(3-(7-(1-Isopropyl-1H-pyrazol-4-yl)-5H-pyrrolo[2,3-b]pyrazin-2-yl)-5-((R)-2-methylpyrrolidin-1-yl)phenyl)ethan-1-amine C(C)(C)N1N=CC(=C1)C1=CNC2=NC=C(N=C21)C=2C=C(C=C(C2)N2[C@@H](CCC2)C)C(C)N